ClC1=CC(=C(COC2=CC=CC(=N2)C2CCN(CC2)CC2=NC3=C(N2C[C@H]2OCC2)C=C(C=C3)C(=O)OC)C=C1)F methyl (S)-2-((4-(6-((4-chloro-2-fluorobenzyl)oxy)pyridin-2-yl)piperidin-1-yl)methyl)-1-(oxetan-2-ylmethyl)-1H-benzo[d]imidazole-6-carboxylate